C(C)N1C(OCC2=C1C=CN=C2)=O 1-ethyl-1,4-dihydro-2H-pyrido[4,3-d][1,3]oxazin-2-one